CN1CC(C1)(C)COC1=C(N(N=C1)C)C1=CC=2N(C=C1)N=C(C2)NC(=O)C2CC2 N-[5-[4-[(1,3-dimethylazetidin-3-yl)methoxy]-2-methyl-pyrazol-3-yl]pyrazolo[1,5-a]pyridin-2-yl]cyclopropanecarboxamide